OC(C(=O)NCC=1SC(=CC1)C(CSC1=C2C(=NC=N1)N(N=C2)C)=O)(C)C 2-hydroxy-2-methyl-N-((5-(2-((1-methyl-1H-pyrazolo[3,4-d]pyrimidin-4-yl)thio)acetyl)thiophen-2-yl)methyl)propanamide